(4-amino-5-(7-methoxy-5-methylbenzothien-2-yl)-9,9-dimethyl-8,9-dihydropyrazino[1',2':1,5]pyrrolo[2,3-d]pyrimidin-7(6H)-yl)-2-methylpropan-2-en-1-one NC=1C2=C(N=CN1)N1C(=C2C=2SC3=C(C2)C=C(C=C3OC)C)CN(CC1(C)C)C(C(=C)C)=O